CCCC=C(O)O pentenediol